N-((Z)-(3-chloro-2-((S)-3-(2-(1-(2-(5-methyl-3-(trifluoromethyl)-1H-pyrazol-1-yl)acetyl)piperidin-4-yl)thiazol-4-yl)-4,5-dihydroisoxazol-5-yl)phenyl)(methyl)-λ4-sulfanylidene)cyanamide ClC=1C(=C(C=CC1)\S(=N/C#N)\C)[C@@H]1CC(=NO1)C=1N=C(SC1)C1CCN(CC1)C(CN1N=C(C=C1C)C(F)(F)F)=O